gallium tris(nitrate) monohydrate O.[N+](=O)([O-])[O-].[N+](=O)([O-])[O-].[N+](=O)([O-])[O-].[Ga+3]